CN1C=2C=CC3=C(N=C(C4=CN=C(C=5C=NC(NC6=CC=CC(OCC(CC1=O)C)=N6)=CC45)NC)O3)C2 9,12-dimethyl-25-(methylamino)-14,32-dioxa-3,9,20,22,26,30-hexazahexacyclo[19.6.2.12,5.14,8.115,19.024,28]dotriaconta-1(27),2,4,6,8(31),15(30),16,18,21(29),22,24(28),25-dodecaen-10-one